COC=1NC=CC1[N+](=O)[O-] methoxy-3-nitropyrrole